(S)-3-((6-cyano-8-(isopropylamino)pyrido[3,4-d]pyrimidin-2-yl)amino)piperidine-1-carboxylic acid tert-butyl ester C(C)(C)(C)OC(=O)N1C[C@H](CCC1)NC=1N=CC2=C(N1)C(=NC(=C2)C#N)NC(C)C